1-(3-cyclopropylphenyl)-3-isopropyl-N-(3-methyl-1,1-dioxo-thietan-3-yl)-2-oxo-benzimidazole-5-carboxamide C1(CC1)C=1C=C(C=CC1)N1C(N(C2=C1C=CC(=C2)C(=O)NC2(CS(C2)(=O)=O)C)C(C)C)=O